N,N-bis(3-aminopropyl)diethylenetriamine NCCCN(CCNCCN)CCCN